dichlorodifluoro-methane ClC(F)(F)Cl